1-(5-Bromo-3-fluoropyridin-2-yl)ethanone BrC=1C=C(C(=NC1)C(C)=O)F